N1(CCC2=CC=CC=C12)S(=O)(=O)CCN 2-(indolin-1-ylsulfonyl)ethan-1-amine